1-(3,5-di-tert-butylphenyl)-3-[3-({9-[4-tert-butylphenyl-3,5-di(methyl-d3)pyridin-2-yl]carbazol-2-yl}oxy)phenyl]benzimidazolium C(C)(C)(C)C=1C=C(C=C(C1)C(C)(C)C)[N+]1=CN(C2=C1C=CC=C2)C2=CC(=CC=C2)OC2=CC=1N(C3=CC=CC=C3C1C=C2)C2=NC=C(C(=C2C([2H])([2H])[2H])C2=CC=C(C=C2)C(C)(C)C)C([2H])([2H])[2H]